silver p-tosylate CC1=CC=C(C=C1)S(=O)(=O)[O-].[Ag+]